C(C)(C)(C)OC(=O)N1CCN(CC1)CCCN1C2=C(C3=CC=C(C=C13)O)C=CN=C2C 4-(3-(7-hydroxy-1-methyl-9H-pyrido[3,4-b]indol-9-yl)propyl)piperazine-1-carboxylic acid tert-butyl ester